O1C(OCC1)CCN1N=C2C=C(C(=CC2=C1)NC(=O)C=1N=C(SC1)C1=CC=NC=C1)C1=COC=C1 N-(2-(2-(1,3-dioxolan-2-yl)ethyl)-6-(furan-3-yl)-2H-indazol-5-yl)-2-(pyridin-4-yl)thiazole-4-carboxamide